2-(1-((2-((2-(4-cyclopropylpiperazin-1-yl)pyrimidin-5-yl)oxy)-6-(3,5-dichlorophenyl)pyridin-4-yl)methyl)piperidin-4-yl)acetic acid C1(CC1)N1CCN(CC1)C1=NC=C(C=N1)OC1=NC(=CC(=C1)CN1CCC(CC1)CC(=O)O)C1=CC(=CC(=C1)Cl)Cl